BrC1=CC(=CC=2N(C=NC21)CC2=CC=C(C=C2)OC)[N+](=O)[O-] 4-bromo-1-(4-methoxybenzyl)-6-nitro-1H-benzo[d]imidazole